3,12,18-triaza-6,9-dioxabicyclo[12.3.1]octadeca-1(18),14,16-triene C1=2CNCCOCCOCCNCC(=CC=C1)N2